Lithium (S-trifluoromethyl-N-((trifluoromethyl)sulfonyl)sulfonimidoyl)((trifluoromethyl)sulfonyl)amide FC(S(=O)(=NS(=O)(=O)C(F)(F)F)[N-]S(=O)(=O)C(F)(F)F)(F)F.[Li+]